COC1=C(C=C2C(=NC(=NC2=C1)C)N[C@H](C)C=1C(=C(C#N)C=CC1)C)N1CCC2(COC2)CC1 (R)-3-(1-((7-Methoxy-2-methyl-6-(2-oxa-7-azaspiro[3.5]nonan-7-yl)quinazolin-4-yl)amino)ethyl)-2-methyl-Benzonitrile